ClC1=NC(=NC(=C1)Cl)C1=CC=CC=C1 4,6-dichloro-2-phenyl-pyrimidine